(R)-N-((3-(4-decylphenyl)-1,2,4-oxadiazol-5-yl)methyl)piperidine-3-carboxamide hydrochloride Cl.C(CCCCCCCCC)C1=CC=C(C=C1)C1=NOC(=N1)CNC(=O)[C@H]1CNCCC1